C1(CC1)S(=O)(=O)NC=1SC=C(N1)C(C)(C)NC(C1=C(C=C(C=C1)B1OC(C(O1)(C)C)(C)C)F)=O N-(2-(2-(cyclopropanesulfonamido)thiazol-4-yl)propan-2-yl)-2-fluoro-4-(4,4,5,5-tetramethyl-1,3,2-dioxaborolan-2-yl)benzamide